2-((8-(3,3-bis(hydroxymethyl)azetidine-1-carbonyl)-2,3-dihydrobenzo[b][1,4]dioxin-5-yl)amino)-4-(isobutylamino)-7H-pyrrolo[2,3-d]pyrimidine-5-carbonitrile OCC1(CN(C1)C(=O)C1=CC=C(C2=C1OCCO2)NC=2N=C(C1=C(N2)NC=C1C#N)NCC(C)C)CO